2,5-Dioxopyrrolidin-1-yl 6-(2-{bis[2-(bis{2-[(α-D-mannopyranosyl)oxy]ethyl} amino)-2-oxoethyl]amino}acetamido)hexanoate [C@H]1([C@@H](O)[C@@H](O)[C@H](O)[C@H](O1)CO)OCCN(C(CN(CC(=O)NCCCCCC(=O)ON1C(CCC1=O)=O)CC(N(CCO[C@@H]1[C@@H](O)[C@@H](O)[C@H](O)[C@H](O1)CO)CCO[C@@H]1[C@@H](O)[C@@H](O)[C@H](O)[C@H](O1)CO)=O)=O)CCO[C@@H]1[C@@H](O)[C@@H](O)[C@H](O)[C@H](O1)CO